2-(4-cyclopropyl-2,6-dimethyl-phenyl)-5-morpholino-3,6-dihydro-1H-triazolo[4,5-d]pyrimidin-7-one C1(CC1)C1=CC(=C(C(=C1)C)N1NC2=C(N=C(NC2=O)N2CCOCC2)N1)C